COC(=O)C1=C2N=CC=[N+](C2=CC=C1)[O-] 5-(methoxycarbonyl)quinoxaline 1-oxide